BrC=1C=C(C=CC1)C(CN)C 2-(3-bromophenyl)propan-1-amine